ClC1=C(C=C(C=C1)N1C[C@@H](CC1)C(=O)N[C@@H]([C@H](O)C1=CC2=C(OCCO2)C=C1)CN1CCCC1)OC1=NC=CC=C1 (R)-1-(4-chloro-3-(pyridin-2-yloxy)phenyl)-N-((1R,2R)-1-(2,3-dihydrobenzo[b][1,4]dioxin-6-yl)-1-hydroxy-3-(pyrrolidin-1-yl)propan-2-yl)pyrrolidine-3-carboxamide